6-bromo-4-methyl-1H-indole-2-carboxylic acid BrC1=CC(=C2C=C(NC2=C1)C(=O)O)C